5-bromo-1-methyl-indazole-4-carboxylic acid BrC1=C(C=2C=NN(C2C=C1)C)C(=O)O